[(7S,9aS)-7-(3-chloro-4-fluorophenyl)-1,3,4,6,7,8,9,9a-octahydropyrido[1,2-a]pyrazin-2-yl]-(4-chloro-3-methyl-[1,2]oxazolo[5,4-b]pyridin-5-yl)methanone ClC=1C=C(C=CC1F)[C@@H]1CC[C@@H]2N(CCN(C2)C(=O)C=2C(=C3C(=NC2)ON=C3C)Cl)C1